C(C)(C)C1N=C(OC1)[C-]1C=CC=C1.[CH-]1C=CC=C1.[Fe+2] (4-isopropyl-oxazoline-2-yl)ferrocene